CC=1NC(CN1)=O 2-methyl-1H-imidazol-5(4H)-one